ClC1=C(C=C(CNC(=O)C2=CC=3C(=C(N=NC3)OCC3(CC3)S(=O)(=O)C3CC3)N(C2=O)C)C=C1)F N-(4-chloro-3-fluorobenzyl)-8-((1-(cyclopropylsulfonyl)cyclopropyl)methoxy)-1-methyl-2-oxo-1,2-dihydropyrido[2,3-d]pyridazine-3-carboxamide